N-(7-benzyloxytetralin-1-ylidene)-2-methyl-propane-2-sulfinamide C(C1=CC=CC=C1)OC1=CC=C2CCCC(C2=C1)=NS(=O)C(C)(C)C